Br.[N+](=O)([O-])C1=CC=C(CN[C@@H](CC(N)=O)C(=O)O)C=C1.NC1=NC=NN2C1=C(C(=C2)C2=CC=C(C=C2)NC(C(=C)C)=O)C2=CC=C(C=C2)C(=O)N2CCCCC2 N-(4-(4-amino-5-(4-(piperidine-1-carbonyl)phenyl)pyrrolo[2,1-f][1,2,4]triazin-6-yl)phenyl)methacrylamide 4-Nitrobenzyl-L-asparaginat hydrobromid